OC1CC(C1)C1=CC=CC=2N(C(N(C21)C)=O)C2C(NC(CC2)=O)=O 3-(4-(3-hydroxycyclobutyl)-3-methyl-2-oxo-2,3-dihydro-1H-benzo[d]imidazol-1-yl)piperidine-2,6-dione